anti-5-formylcytosine C(=O)C=1C(=NC(NC1)=O)N